acryloxyheptadecylbromodimethylsilane C(C=C)(=O)OCCCCCCCCCCCCCCCCC[Si](C)(C)Br